Potassium tris(trifluoromethanesulfonyl)methide [C-](S(=O)(=O)C(F)(F)F)(S(=O)(=O)C(F)(F)F)S(=O)(=O)C(F)(F)F.[K+]